COC(=O)C=1C=2N=CC=NC2C(=CC1)N(C)C1CN(CC1)C(=O)OC(C)(C)C.FC(=CC1=C(C=CC(=C1)C(F)(F)F)[N+](=O)[O-])F 2-(2,2-Difluorovinyl)-1-nitro-4-(trifluoromethyl)benzene methyl-8-[(1-tert-butoxycarbonylpyrrolidin-3-yl)-methyl-amino]quinoxaline-5-carboxylate